(R)-3-(quinolin-7-ylamino)pyrrolidine-1-carboxylic acid tert-butyl ester C(C)(C)(C)OC(=O)N1C[C@@H](CC1)NC1=CC=C2C=CC=NC2=C1